NC1=NC(N(C(=N1)N)C1=CC=C(C=C1)S(=O)(=O)NC1=NC=CC=N1)C1=CC=C(C=C1)Cl 4-[4,6-diamino-2-(4-chlorophenyl)-2H-1,3,5-triazin-1-yl]-N-pyrimidin-2-ylbenzenesulfonamide